C(#N)C=1C(=NC(=C(C1CC)C#N)N1CC(C1)CO)SC(C(=O)N)C1=CC=CC=C1 2-((3,5-dicyano-4-ethyl-6-(3-(hydroxymethyl)azetidin-1-yl)pyridin-2-yl)thio)2-phenyl-acetamide